2-methylpropane-1,3-diol hydrochloride Cl.CC(CO)CO